rac-(3aR,5R,7S,7aR)-5-(3,5-difluorophenyl)-1,3,3,5,7-pentamethyloctahydrobenzo[c]isoxazole FC=1C=C(C=C(C1)F)[C@]1(C[C@@H]2[C@H](N(OC2(C)C)C)[C@H](C1)C)C |r|